2-hydroxy-4-(4-methacryloyloxybutoxy)benzophenone OC1=C(C(=O)C2=CC=CC=C2)C=CC(=C1)OCCCCOC(C(=C)C)=O